C1(=C(C=CC2=CC=CC=C12)OC=1C=C2C=CC(=CC2=CC1)C(=O)O)C1=C(C=CC2=CC=CC=C12)OC=1C=C2C=CC(=CC2=CC1)C(=O)O 6,6'-[[1,1'-binaphthalene]-2,2'-diylbis(oxy)]di(naphthalene-2-carboxylic acid)